C1(=CC=CC=C1)CCCC(C)C=1C=C(C=C(C1)O)O 5-(5-Phenylpentan-2-yl)benzene-1,3-diol